3-((4,4-bis((3,7-dimethyloct-6-en-1-yl)oxy)butanoyl)oxy)-2-(((5-morpholinopentanoyl)oxy)methyl)propyl (9Z,12Z)-octadeca-9,12-dienoate C(CCCCCCC\C=C/C\C=C/CCCCC)(=O)OCC(COC(CCC(OCCC(CCC=C(C)C)C)OCCC(CCC=C(C)C)C)=O)COC(CCCCN1CCOCC1)=O